tert-Butyl (S)-5-amino-4-(5-(((1R,2R,3S)-2-((tert-butoxycarbonyl)amino)-3-hydroxycyclohexyl)methyl)-1-oxoisoindolin-2-yl)-5-oxopentanoate NC([C@H](CCC(=O)OC(C)(C)C)N1C(C2=CC=C(C=C2C1)C[C@@H]1[C@H]([C@H](CCC1)O)NC(=O)OC(C)(C)C)=O)=O